C(C)(C)(C)OC(=O)N1C(=CC=2C1=NC(=CC2)N(C(=O)C2=NC=NN2C)C)C2=C(C=CC=C2)C(F)F 2-(2-(difluoromethyl)phenyl)-6-(N,1-dimethyl-1H-1,2,4-triazole-5-carboxamido)-1H-pyrrolo[2,3-b]pyridine-1-carboxylic acid tert-butyl ester